titanium (III) citrate C(CC(O)(C(=O)[O-])CC(=O)[O-])(=O)[O-].[Ti+3]